2-ethyl-5,5-dimethyl-1,3-dioxane C(C)C1OCC(CO1)(C)C